C1C2N(CCN1C(=O)C1=C(N=C(S1)NC1=NC=CC(=C1)C(F)(F)F)C1=NC=CC=C1)CCC2 (hexahydro-pyrrolo[1,2-a]pyrazin-2(1H)-yl)(4-(pyridin-2-yl)-2-(4-(trifluoromethyl)pyridin-2-ylamino)thiazol-5-yl)methanone